C(C)C1=CC(CC1)=O 3-Ethyl-2-cyclopenten-1-one